O=C\1NCC(/C1=C\C1=CC=C2C(=NNC2=C1)/C=C/C1=CC=C(CN2CC(NCC2)=O)C=C1)C1=CC=CC=C1 4-(4-((E)-2-(6-((E)-(2-oxo-4-phenylpyrrolidin-3-ylidene)methyl)-1H-indazol-3-yl)vinyl)benzyl)piperazin-2-one